ClC=1C=NC(=C(C(=O)NC2CCC(CC2)CN2C(N(C3=C2C=CC=C3)C3=CC=C2C(=NN(C2=C3)C)Cl)=O)C1)C 5-chloro-N-((1r,4r)-4-((3-(3-chloro-1-methyl-1H-indazol-6-yl)-2-oxo-2,3-dihydro-1H-benzo[d]imidazol-1-yl)methyl)cyclohexyl)-2-methylnicotinamide